(R)-7-fluoro-8-(6-(3-(3-fluoropyrrolidin-1-yl)propoxy)pyridin-3-yl)-1-isopropyl-3-methyl-1H-imidazo[4,5-c]cinnolin-2(3H)-one FC=1C(=CC=2C3=C(N=NC2C1)N(C(N3C(C)C)=O)C)C=3C=NC(=CC3)OCCCN3C[C@@H](CC3)F